1-[2-chloro-5-[[5-(3,5-dichloro-4-fluoro-phenyl)-5-(trifluoromethyl)-4H-isoxazol-3-yl]amino]phenyl]-N-(2,2,2-trifluoroethyl)pyrazole-4-carboxamide ClC1=C(C=C(C=C1)NC1=NOC(C1)(C(F)(F)F)C1=CC(=C(C(=C1)Cl)F)Cl)N1N=CC(=C1)C(=O)NCC(F)(F)F